8-cyclopropyl-6-fluoro-4-[2-(hydroxymethyl)-3-[6-[1-(1-prop-2-enoylpiperidin-3-yl)pyrazol-4-yl]-7H-pyrrolo[2,3-d]pyrimidin-4-yl]phenyl]-2,3-dihydro-1,4-benzoxazepin-5-one C1(CC1)C1=CC2=C(C(N(CCO2)C2=C(C(=CC=C2)C=2C3=C(N=CN2)NC(=C3)C=3C=NN(C3)C3CN(CCC3)C(C=C)=O)CO)=O)C(=C1)F